5-(chloromethyl)-3-(3-(4-chlorophenyl)-3-Fluorocyclobutyl)-1,2,4-oxadiazole ClCC1=NC(=NO1)C1CC(C1)(F)C1=CC=C(C=C1)Cl